NCCCC=1C(=C(C(=O)N)C=CC1NC=1C=2N(C=CN1)C(=CN2)C2=C(C(=C(C=C2)OC=2SC=CN2)F)F)CC (3-aminopropyl)-4-[[3-[2,3-difluoro-4-(1,3-thiazol-2-yloxy)phenyl]imidazo[1,2-a]pyrazin-8-yl]amino]-2-ethylbenzamide